(8-Methyl-3,5,6,7-tetrahydro-1H-2,4-diaza-s-indacen-2-yl)-(1-pyridin-3-yl-pyrrolidin-3(R)-yl)-methanone CC=1C=2CCCC2N=C2CN(CC12)C(=O)[C@H]1CN(CC1)C=1C=NC=CC1